NC1=C(C(=NN1C(C)C)C1=CC(=C(C=C1)CC(=O)O)F)C(N)=O [4-(5-Amino-4-carbamoyl-1-isopropylpyrazol-3-yl)-2-fluorophenyl]acetic acid